Tert-butyl 3-{2-[(tert-butoxycarbonyl)amino]benzoyl}piperidine-1-carboxylate C(C)(C)(C)OC(=O)NC1=C(C(=O)C2CN(CCC2)C(=O)OC(C)(C)C)C=CC=C1